O=C1C=C(C(=CN1C1CCOCC1)C(=O)O)NC1CCOCC1 6-oxo-1-(tetrahydro-2H-pyran-4-yl)-4-((tetrahydro-2H-pyran-4-yl)amino)-1,6-dihydropyridine-3-carboxylic acid